C(C(=O)O)(=O)O.OC1=C(C=O)C(=CC=C1)OC[C@H]1N(CCOC1)CC1=C(N=CC=C1)CCO (S)-2-hydroxy-6-((4-(2-(2-hydroxyethyl)nicotinyl)morpholin-3-yl)methoxy)benzaldehyde oxalate